FC(C1=CC=C(O[C@@H]2CNCCC2)C=C1)(F)F (S)-3-(4-(trifluoromethyl)phenoxy)piperidine